3-((3S,4S)-4-amino-3-methyl-2-oxa-8-azaspiro[4.5]decan-8-yl)-6-((2,3-dichloropyridin-4-yl)thio)pyrazin-2(1H)-one N[C@@H]1[C@@H](OCC12CCN(CC2)C=2C(NC(=CN2)SC2=C(C(=NC=C2)Cl)Cl)=O)C